ClC=1C(=CC(=NC1)OC)C1=CC(=NN1)C(=O)N1C(CC(CC1)C(=O)NCC1=CC(=CC=C1)Cl)(C)C 1-(5-(5-chloro-2-methoxypyridin-4-yl)-1H-pyrazole-3-carbonyl)-N-(3-chlorobenzyl)-2,2-dimethylpiperidine-4-carboxamide